C(CCCCCCC)C(C(=S)S)(CCCCCCCCC)CCCCCCCC di-n-octyl-dithio-n-undecanoic acid